ClC=1N=C2C(=C(C(N(C2=CC1)C)=O)C#N)N1C[C@@H]([C@H](CC1)NC1=C(C=C(C=C1)Cl)O)C 6-Chloro-4-[(3S,4S)-4-(4-chloro-2-hydroxy-anilino)-3-methyl-1-piperidyl]-1-methyl-2-oxo-1,5-naphthyridine-3-carbonitrile